FC=1C(=CC(=NC1)NC(=O)N1C2CC(CC1C2)C)C2=NC=C(C=N2)F cis-N-(5-fluoro-4-(5-fluoropyrimidin-2-yl)pyridin-2-yl)-3-methyl-6-azabicyclo[3.1.1]heptane-6-carboxamide